isoindoline-4-carboxamide hydrochloride Cl.C1NCC=2C(=CC=CC12)C(=O)N